OC1=CC=C(C=C1)S(=O)(=O)OC1=CC=C(C=C1)C(C=CC1=CC(=CC=C1)O)=O [4-[3-(3-Hydroxyphenyl)prop-2-enoyl]phenyl] 4-hydroxybenzenesulfonate